tert-butyl (3-(3-((5-(3-fluorophenyl)pyrimidin-2-yl)amino)benzamido)phenyl)(methyl)carbamate FC=1C=C(C=CC1)C=1C=NC(=NC1)NC=1C=C(C(=O)NC=2C=C(C=CC2)N(C(OC(C)(C)C)=O)C)C=CC1